4-(1-((2R,5S)-4-(8-(cyanomethyl)-9-ethyl-3-methyl-2-oxo-3,9-dihydro-2H-purin-6-yl)-2,5-dimethylpiperazin-1-yl)ethyl)-N,N-dimethylpicolinamide C(#N)CC=1N(C=2N(C(N=C(C2N1)N1C[C@H](N(C[C@@H]1C)C(C)C1=CC(=NC=C1)C(=O)N(C)C)C)=O)C)CC